BrC=1C2(C3=CC=C(C=C3C1)F)CCC(CC2)(C(=O)OC)NC2=CC(=CC=C2)Cl methyl (1s,4s)-2'-bromo-4-(3-chloroanilino)-5'-fluorospiro[cyclohexane-1,1'-indene]-4-carboxylate